tridecylethanolamine C(CCCCCCCCCCCC)C(O)CN